2-(9-ethyl-6-((2S,5R)-4-(1-(4-fluoro-3-(trifluoromethyl)phenyl)ethyl)-2,5-dimethylpiperazin-1-yl)-3-methyl-2-oxo-3,9-dihydro-2H-purin-8-yl)acetonitrile C(C)N1C=2N(C(N=C(C2N=C1CC#N)N1[C@H](CN([C@@H](C1)C)C(C)C1=CC(=C(C=C1)F)C(F)(F)F)C)=O)C